1-(2-Chlorobenzoyl)-5-[(5-chlorothiophen-2-yl)methoxy]-3-[1-methansulfonyl-4-(trifluoromethyl)pyrrolidin-3-yl]-1H-pyrazol ClC1=C(C(=O)N2N=C(C=C2OCC=2SC(=CC2)Cl)C2CN(CC2C(F)(F)F)S(=O)(=O)C)C=CC=C1